O=C1NC2=CC=CC=C2C(N1CC(=O)N[C@H](C)C1=CC=C(C=C1)OC)=O (R)-2-(2,4-dioxo-1,4-dihydroquinazolin-3(2H)-yl)-N-(1-(4-methoxyphenyl)ethyl)acetamide